(2R,3S,4S,5R,6S)-2-(acetoxymethyl)-6-(2-((2,3,5,6-tetrafluorophenoxy)methyl)-5-(4,4,5,5-tetramethyl-1,3,2-dioxaborolan-2-yl)phenoxy)tetrahydro-2H-pyran-3,4,5-triyl triacetate C(C)(=O)O[C@H]1[C@H](O[C@H]([C@@H]([C@H]1OC(C)=O)OC(C)=O)OC1=C(C=CC(=C1)B1OC(C(O1)(C)C)(C)C)COC1=C(C(=CC(=C1F)F)F)F)COC(C)=O